(S)-N-(7-(3-hydroxy-3-methylbut-1-yn-1-yl)-5-methyl-4-oxo-2,3,4,5-Tetrahydrobenzo[b][1,4]oxazepine-3-yl)-3-(2-methylthiazol-5-yl)imidazo[2,1-b]thiazole-6-carboxamide OC(C#CC1=CC2=C(OC[C@@H](C(N2C)=O)NC(=O)C=2N=C3SC=C(N3C2)C2=CN=C(S2)C)C=C1)(C)C